CO[C@@H](CN(CC[C@@H](C(=O)O)NC1=NC=C(C=C1)C1=CC=CC=C1)CCCCC1=NC=2NCCCC2C=C1)C (S)-4-(((R)-2-methoxypropyl)(4-(5,6,7,8-tetrahydro-1,8-naphthyridin-2-yl)butyl)amino)-2-((5-phenylpyridin-2-yl)amino)butanoic acid